2-(3,5-Diphenylisoxazol-4-yl)ethanehydroxamic acid C1(=CC=CC=C1)C1=NOC(=C1CC(=O)NO)C1=CC=CC=C1